ClC1=C(C=2N=C(N=C(C2C=N1)N([C@H]1[C@H](N(CC1)C(=O)OC(C)(C)C)C)C)OC[C@H]1N(C[C@@H](C1)OC)C)F tert-butyl (2R,3R)-3-((7-chloro-8-fluoro-2-(((2S,4R)-4-methoxy-1-methylpyrrolidin-2-yl)methoxy)pyrido[4,3-d]pyrimidin-4-yl)(methyl)amino)-2-methylpyrrolidine-1-carboxylate